ClC1=CC(=C(C=C1)C1(OC(C2=C(O1)C=CC=C2)C2CCN(CC2)CC=2N(C1=C(N=C(S1)C(=O)O)N2)C[C@H]2OCC2)C)F 5-((4-(2-(4-chloro-2-fluorophenyl)-2-methylbenzo[d][1,3]dioxan-4-yl)piperidin-1-yl)methyl)-6-(((S)-oxetan-2-yl)methyl)-6H-imidazo[4,5-d]thiazole-2-carboxylic acid